C(C=C)OCC(COCC1(COC1)CC)OCC1CO1 1-allyloxy-2-(2,3-epoxypropoxy)-3-((3-ethyloxetan-3-yl)methoxy)-propane